4-(4-((1R,5S)-3,8-diazabicyclo[3.2.1]octan-3-yl)-2-(((2R,7aS)-2-fluorotetrahydro-1H-pyrrolizin-7a(5H)-yl)methoxy)-8-methylquinazolin-7-yl)naphthalen-2-ol [C@H]12CN(C[C@H](CC1)N2)C2=NC(=NC1=C(C(=CC=C21)C2=CC(=CC1=CC=CC=C21)O)C)OC[C@]21CCCN1C[C@@H](C2)F